(rac)-(trans)-Propyl 4-((3-(2-cyanoethyl)cyclohexyl)amino)-1H-pyrrolo[2,3-b]pyridine-5-carboxylate C(#N)CC[C@@H]1C[C@H](CCC1)NC1=C2C(=NC=C1C(=O)OCCC)NC=C2 |r|